2-bromo-9H-fluoren-9-one BrC1=CC=2C(C3=CC=CC=C3C2C=C1)=O